C(C)N(CCC#N)CC diethyl-(2-cyanoethyl)amine